[3-fluoro-4-(methoxycarbonyl)phenyl]boronic acid FC=1C=C(C=CC1C(=O)OC)B(O)O